Cl.[NH2+]1CCC(CC1)C1(CC1)NC(C)=O N-(1-piperidin-1-ium-4-ylcyclopropyl)acetamide hydrochloride